N1=C(C=CC=C1)[C@@H]1[C@H](C1)C(=O)O |r| rac-(1S,2S)-2-(pyridin-2-yl)cyclopropane-1-carboxylic acid